N-methylbenzo[d]Thiazole-2-carboxamide CNC(=O)C=1SC2=C(N1)C=CC=C2